O1CCOC2=C1C=CC=C2C2=CC=C(C(=N2)OC)NC2=CC(=CC=C2)[C@H]2NCCC2 [6-(2,3-Dihydro-benzo[1,4]dioxin-5-yl)-2-methoxy-pyridin-3-yl]-((S)-3-pyrrolidin-2-yl-phenyl)-amine